C(C)OC(=O)C=1C=NN(C1C(F)(F)F)C1=NC(=C(C=C1)F)Br 1-(6-bromo-5-fluoropyridin-2-yl)-5-(trifluoromethyl)-1H-pyrazole-4-carboxylic acid ethyl ester